Di-iso-propyl fluorophosphate P(=O)(OC(C)C)(OC(C)C)F